ClC=1C=C(C=CC1SC1=CC=C(C=C1)C(F)(F)F)NC(NC=1C=CC(=C(C1)NS(=O)(=O)C)O)=O N-(5-(3-(3-chloro-4-((4-(trifluoromethyl)phenyl)thio)phenyl)ureido)-2-hydroxyphenyl)methanesulfonamide